6-(cyclohex-1-en-1-yl)-3-(1-hydroxypropan-2-yl)-8-(pyridin-3-yl)pyrido[3,4-d]Pyrimidin-4(3H)-one C1(=CCCCC1)C1=CC2=C(N=CN(C2=O)C(CO)C)C(=N1)C=1C=NC=CC1